isopropyl N-[(1S)-1-(dicyclopropylmethyl)-2-[[6-(3,5-dimethyl-1H-pyrazol-4-yl)pyridazin-3-yl]amino]-2-oxo-ethyl]carbamate C1(CC1)C([C@@H](C(=O)NC=1N=NC(=CC1)C=1C(=NNC1C)C)NC(OC(C)C)=O)C1CC1